(1r,3r)-methyl 1-(3-bromophenyl)-3-hydroxycyclobutanecarboxylate BrC=1C=C(C=CC1)C1(CC(C1)O)C(=O)OC